N-(4-Benzoylphenyl)acrylamid C(C1=CC=CC=C1)(=O)C1=CC=C(C=C1)NC(C=C)=O